C(#N)N1C[C@@H](CC1)NC(=O)C=1C=CC2=C(OCCN2C2=NC=CC=N2)C1 (R)-N-(1-cyanopyrrolidin-3-yl)-4-(pyrimidin-2-yl)-3,4-dihydro-2H-benzo[b][1,4]Oxazine-7-carboxamide